1-(6-nitropyridin-3-yl)hexahydropyridin-3-amine [N+](=O)([O-])C1=CC=C(C=N1)N1CC(CCC1)N